O1C(=CC=C1)C=1C=CC(=C(C1)NC1=NC=NC2=CC(=C(C=C12)NC(\C=C\CN1CCOCC1)=O)OC)OC (E)-N-(4-((5-(furan-2-yl)-2-methoxyphenyl)amino)-7-methoxyquinazolin-6-yl)-4-morpholinobut-2-enamide